7,9-dimethyl-theophylline iodide salt [I-].CN1CN(C=2N(C(N(C)C(C12)=O)=O)C)C